FC=1C(=C(C=CC1F)C(=O)N1CC(C1)(O)CNCC(CC)CC)NC1=C(C=C(C=C1)I)F 1-({3,4-difluoro-2-[(2-fluoro-4-iodophenyl)amino]Phenyl}carbonyl)-3-{[(2-ethylbutyl)amino]Methyl}azetidin-3-ol